1-[5-(4-fluoro-3-methoxy-phenyl)-6-tetrahydropyran-3-yl-pyrrolo[2,3-f]indazol-1-yl]-2,2-dimethyl-propan-1-one FC1=C(C=C(C=C1)N1C(=CC2=C1C=C1C=NN(C1=C2)C(C(C)(C)C)=O)C2COCCC2)OC